FC1=C(C=CC=C1OC(F)(F)F)B(O)O (2-fluoro-3-(trifluoromethoxy)phenyl)boronic acid